3-(5-(4-((2-methylpyrrolidin-1-yl)methyl)pyridin-2-yl)-1-oxoisoindolin-2-yl)piperidine-2,6-dione CC1N(CCC1)CC1=CC(=NC=C1)C=1C=C2CN(C(C2=CC1)=O)C1C(NC(CC1)=O)=O